C([O-])([O-])=S thio-carbonate